NC=1C=C(C=NC1)C1=COCCCN1C(=O)OC(C)(C)C tert-butyl 3-(5-aminopyridin-3-yl)-6,7-dihydro-1,4-oxazepine-4(5H)-carboxylate